OCCS(=O)(=O)O 2-hydroxylethanesulfonic acid